N-(3-(3-(3-(3-chlorophenoxy)phenyl)-2-oxo-2,3-dihydro-1H-imidazo[4,5-c]pyridin-1-yl)phenyl)acrylamide ClC=1C=C(OC=2C=C(C=CC2)N2C(N(C3=C2C=NC=C3)C=3C=C(C=CC3)NC(C=C)=O)=O)C=CC1